FC1(C[C@@H](NC1)C1=NN(C=N1)C1=C(C=C(C=N1)NC(CN1N=C(C=C1C)C(F)(F)F)=O)F)F (R)-N-(6-(3-(4,4-difluoropyrrolidin-2-yl)-1H-1,2,4-triazol-1-yl)-5-fluoropyridin-3-yl)-2-(5-methyl-3-(trifluoromethyl)-1H-pyrazol-1-yl)acetamide